ClC1=NC(=NC(=C1)C=C)C(C)(F)F 4-Chloro-2-(1,1-difluoroethyl)-6-vinyl-pyrimidine